Br.N1=C(C=CC=C1)C=1N=C(SC1)NC=1C=C(C(=O)O)C=CN1 2-((4-(pyridin-2-yl)thiazol-2-yl)amino)isonicotinic acid, hydrobromide